C[C@H](CCC[C@@H](C)C(=O)O)[C@H]1CC[C@@H]2[C@@]1(CC[C@H]3[C@H]2CC=C4[C@@]3(CC[C@@H](C4)O)C)C The molecule is a 3beta-hydroxycholest-5-en-26-oic acid in which the stereocentre at position 25 has R-configuration. It derives from a (25R)-3beta-hydroxycholest-5-en-26-al. It is a conjugate acid of a (25R)-3beta-hydroxycholest-5-en-26-oate.